methyl 4-hydroxy-1-(4-methyltetrahydro-2H-pyran-4-yl)-6-oxo-1,6-dihydropyridine-3-carboxylate OC=1C(=CN(C(C1)=O)C1(CCOCC1)C)C(=O)OC